BrC1=CC=2[C@@](C3=CC=CC=C3C2C=C1)(C(=O)N1[C@@H]2CC([C@H]([C@H]1C(=O)N[C@@H](C[C@@H]1C(NCCC1)=O)C#N)CC2)(F)F)O (1S,3S,4S)-2-((S)-2-bromo-9-hydroxy-9H-fluorene-9-carbonyl)-N-((S)-1-cyano-2-((R)-2-oxopiperidin-3-yl)ethyl)-5,5-difluoro-2-azabicyclo[2.2.2]octane-3-carboxamide